bicyclo[2.2.2]oct-1-ylmethyl mesylate S(C)(=O)(=O)OCC12CCC(CC1)CC2